5-(Difluoromethoxy)-4-(((1S,2S,4S)-2-(dimethylamino)-4-(3-(trifluoromethyl)-phenyl)cyclohexyl)amino)-2-fluoro-N-(pyrimidin-4-yl)benzenesulfonamide Formate C(=O)O.FC(OC=1C(=CC(=C(C1)S(=O)(=O)NC1=NC=NC=C1)F)N[C@@H]1[C@H](C[C@H](CC1)C1=CC(=CC=C1)C(F)(F)F)N(C)C)F